rac-(5aR,6S,7R,8R,8aR)-5a-(4-bromophenyl)-3-chloro-8-((dimethylamino)methyl)-7-(hydroxymethyl)-1-methoxy-6-phenyl-5a,6,7,8-tetrahydro-8aH-cyclopenta[4,5]furo[3,2-c]pyridin-8a-ol BrC1=CC=C(C=C1)[C@]12[C@](C=3C(=NC(=CC3O1)Cl)OC)([C@H]([C@@H]([C@H]2C2=CC=CC=C2)CO)CN(C)C)O |r|